N1=NN(C2=NC=CC=C21)C2=CC(=C(C(=O)N([C@H]1CNCCC1)C1=NC=CC=C1C#CCCO)C=C2)F (R)-4-(3H-[1,2,3]triazolo[4,5-b]pyridin-3-yl)-2-fluoro-N-(3-(4-hydroxybut-1-yn-1-yl)pyridin-2-yl)-N-(piperidin-3-yl)benzamide